5-(2-ethyl-6-fluorophenyl)-1H-pyrazolo[4,3-c]pyridazine-3,6(2H,5H)-dione C(C)C1=C(C(=CC=C1)F)N1N=C2C(=CC1=O)NNC2=O